N-((1r,4r)-4-((3-(6-bromopyridin-3-yl)-2-oxo-2,3-dihydro-1H-benzo[d]imidazol-1-yl)methyl)cyclohexyl)-5-chloro-2-methylnicotinamide BrC1=CC=C(C=N1)N1C(N(C2=C1C=CC=C2)CC2CCC(CC2)NC(C2=C(N=CC(=C2)Cl)C)=O)=O